ClC1=CC(=C2C(=N1)C(=CO2)C2CC2)NCC=2SC=CC2 5-chloro-3-cyclopropyl-N-(thiophen-2-ylmethyl)furo[3,2-b]pyridin-7-amine